3-[(3-Methoxyphenyl)sulfanyl]pyridazine-4-carboxylic acid COC=1C=C(C=CC1)SC=1N=NC=CC1C(=O)O